N-(4-((2-chloro-4-fluorobenzyl)oxy)phenyl)-5-fluoro-6-(1H-tetrazol-5-yl)benzofuran-3-carboxamide ClC1=C(COC2=CC=C(C=C2)NC(=O)C2=COC3=C2C=C(C(=C3)C3=NN=NN3)F)C=CC(=C1)F